N-(4-((benzyloxy)methyl)phenyl)-2-bromo-5-fluoroisonicotinamide C(C1=CC=CC=C1)OCC1=CC=C(C=C1)NC(C1=CC(=NC=C1F)Br)=O